C(N)(=O)C1=CC2=C(N(C(=N2)NC(=O)C=2N(C=CC2)C)C/C=C/CN2C(=NC3=C2C(=CC(=C3)C(=O)N)C)NC(=O)C=3N(C=CC3)C)C=C1 (E)-1-(4-(5-carbamoyl-2-(1-methyl-1H-pyrrole-2-carboxamido)-1H-benzo[d]imidazol-1-yl)but-2-en-1-yl)-7-methyl-2-(1-methyl-1H-pyrrole-2-carboxamido)-1H-benzo[d]imidazole-5-carboxamide